tert-butyl N-cyclopropyl-N-[1-(6-fluoro-7-iodo-2-methyl-pyrazolo[1,5-a]pyridin-4-yl)-4-piperidyl]carbamate C1(CC1)N(C(OC(C)(C)C)=O)C1CCN(CC1)C=1C=2N(C(=C(C1)F)I)N=C(C2)C